α-methoxyisobutyrate COC(C(=O)[O-])(C)C